4-cyano-N-((1S,2R)-2-(6-fluoro-2,3-dimethylphenyl)-1-(5-oxo-4,5-dihydro-1,3,4-oxadiazol-2-yl)propyl)-4-methylpiperidine-1-sulfonamide C(#N)C1(CCN(CC1)S(=O)(=O)N[C@@H]([C@H](C)C1=C(C(=CC=C1F)C)C)C=1OC(NN1)=O)C